BrC=1C=C2C(OC(C2=CC1)CC1=C(C#N)C=CC=C1)=O 2-((5-bromo-3-oxo-1,3-dihydroisobenzofuran-1-yl)methyl)benzonitrile